PYRROLO[2,3-b]PYRIDINE N1C=CC=2C1=NC=CC2